C(C)(C)(C)OC([C@@H](COC1=CC=C(C=C1)C=1N=CN(C1)CCCNC(=O)OC(C)(C)C)O)=O (R)-3-(4-(1-(3-((tert-butoxycarbonyl)-amino)propyl)-1H-imidazol-4-yl)phenoxy)-2-hydroxypropionic acid tert-butyl ester